ONC(C1=CC(=C(C=C1)C)C)=O N-hydroxy-3,4-dimethylbenzamide